CC1=CC(=NN1C1CC(C1)C(F)(F)F)N 5-methyl-1-((1r,3r)-3-(trifluoromethyl)cyclobutyl)-1H-pyrazol-3-amine